[La].[Ca] calcium-lanthanum